4-((S)-2-Amino-4-methylpentanamido)benzyl (3'-methoxy-3H-spiro[isobenzofuran-1,9'-xanthen]-6'-yl)carbamate COC=1C=CC=2C3(C4=CC=C(C=C4OC2C1)NC(OCC1=CC=C(C=C1)NC([C@H](CC(C)C)N)=O)=O)OCC1=CC=CC=C13